ClC1=C(C(=C(C=C1OC)OC)Cl)N1CC2=C(CC1)C(=NN2)C2=C(C=CC=C2)NC(C=C)=O N-(2-(6-(2,6-dichloro-3,5-dimethoxyphenyl)-4,5,6,7-tetrahydro-1H-pyrazolo[3,4-c]pyridine-3-yl)phenyl)acrylamide